N1(CCOCC1)CCCCN1N=CC=C(C1=O)OC1=CC=CC=C1 2-[4-(Morpholin-4-yl)butyl]-4-phenoxy-2,3-dihydropyridazin-3-on